COC1=C(C=CC=C1C)C(C)(C)NC(CC1N(CCC1)C)=O N-(2-(2-methoxy-3-methylphenyl)propan-2-yl)-2-(1-methyl-pyrrolidin-2-yl)acetamide